6,6-bis(((Z)-hept-3-en-1-yl)oxy)hexanenitrile C(C\C=C/CCC)OC(CCCCC#N)OCC\C=C/CCC